C(C1=CC=CC=C1)OC1=CC=C(C=C1)C[C@@H](C(=O)OC)NC(CC1CCN(CC1)C(CCCC1=CC=CC=C1)=O)=O Methyl (S)-3-(4-(benzyloxy)phenyl)-2-(2-(1-(4-phenylbutanoyl)piperidin-4-yl)acetamido)-propanoate